ethyl 3-bromo-6-(bromomethyl)-2-isopropoxybenzoate BrC=1C(=C(C(=O)OCC)C(=CC1)CBr)OC(C)C